CC(CC[Si](Cl)(Cl)Cl)(C)C trimethyl-propyl-trichlorosilane